sodium silicate iron salt [Fe+2].[Si]([O-])([O-])([O-])O.[Na+]